C(CCC)C(CC(C(=O)[O-])(CCCC(=O)[O-])CC(COC(CCCCC(=O)OC(CCCCCCCC)CCCCCCCC)=O)OC(CCCN(C)C)=O)CCCCCC 2-Butyloctyl(2-((4-(dimethylamino)butyryl)oxy)-3-((6-(heptadecan-9-yloxy)-6-oxohexanoyl)oxy)propyl)adipate